(R)-N-(5-chloropyrazin-2-yl)-2-((S)-3,3-difluorocyclopentyl)-2-(4-(2-methyl-2H-tetrazol-5-yl)phenyl)acetamide ClC=1N=CC(=NC1)NC([C@@H](C1=CC=C(C=C1)C=1N=NN(N1)C)[C@@H]1CC(CC1)(F)F)=O